ethyl 2-((2-methyl-pyridin-3-yl)amino)-4-(trifluoro-methyl)-benzoate CC1=NC=CC=C1NC1=C(C(=O)OCC)C=CC(=C1)C(F)(F)F